5-(4-methylbenzene-1-sulfonyl)-N-[(1-methyl-1H-pyrazol-3-yl)methyl]thiophene-2-carboxamide CC1=CC=C(C=C1)S(=O)(=O)C1=CC=C(S1)C(=O)NCC1=NN(C=C1)C